NC[C@@H]1CN(CCO1)C1=CC=C(N=N1)C1=C(C=C(C=C1C)C)O 2-[6-[(2R)-2-(aminomethyl)morpholin-4-yl]pyridazin-3-yl]-3,5-dimethyl-phenol